ethyl 5-bromo-2-((2-(trimethylsilyl)ethoxy)methyl)-2H-1,2,3-triazole-4-carboxylate BrC=1C(=NN(N1)COCC[Si](C)(C)C)C(=O)OCC